O=C1NC(CCC1C=1C=CC(=NC1)N1CCC(CC1)CN1CCN(CC1)C=1SC2=C(N1)C=C(C(=C2)C(=O)NC=2C=NN1C2N=CC=C1)OC(C)C)=O 2-(4-((1-(5-(2,6-dioxopiperidin-3-yl)pyridin-2-yl)piperidin-4-yl)methyl)piperazin-1-yl)-5-isopropoxy-N-(pyrazolo[1,5-a]pyrimidin-3-yl)benzo[d]thiazole-6-carboxamide